(2s,4s)-N-((1s,3s)-3-(3-cyclopropyl-4-methylphenyl)cyclobutyl)-N-methyl-6-oxo-7-oxa-5-azaspiro[3.4]octane-2-carboxamide C1(CC1)C=1C=C(C=CC1C)C1CC(C1)N(C(=O)C1CC2(C1)NC(OC2)=O)C